ethyl 3-(3,5-dichloroanilino)-2-(methoxymethoxy)-3-oxo-propionate ClC=1C=C(NC(C(C(=O)OCC)OCOC)=O)C=C(C1)Cl